2-dihydroxyethyl-glycine OC(CC(N)C(=O)O)O